(2S,3S,4R,5S)-4-[[4-Cyclopropyl-3-(3,4-Difluoro-2-methoxy-phenyl)-5-methyl-5-(trifluoromethyl)tetrahydrofuran-2-carbonyl]amino]pyridin-2-carboxamid C1(CC1)[C@@H]1[C@H]([C@H](O[C@@]1(C(F)(F)F)C)C(=O)NC1=CC(=NC=C1)C(=O)N)C1=C(C(=C(C=C1)F)F)OC